4-(7-octenoxy)-3,5-dihydroxybenzoic acid methyl ester COC(C1=CC(=C(C(=C1)O)OCCCCCCC=C)O)=O